2-(((1S)-1-(5-(2-(4-chlorophenyl)-3-(4-(trifluoromethyl)phenyl)cyclopropyl)-1,2,4-oxadiazol-3-yl)ethyl)carbamoyl)-4-methoxypyridin-3-yl isobutyrate C(C(C)C)(=O)OC=1C(=NC=CC1OC)C(N[C@@H](C)C1=NOC(=N1)C1C(C1C1=CC=C(C=C1)C(F)(F)F)C1=CC=C(C=C1)Cl)=O